2,3-Dimethyl-1H-pyrrolo[3,2-b]pyridine CC1=C(C2=NC=CC=C2N1)C